FC1=CC2=C(NC(OC2)=O)C=C1 6-fluoro-1,4-dihydro-2H-benzo[d][1,3]oxazin-2-one